((1R,5S,6r)-3-(2-Chloro-5-((1-(trifluoromethyl)-1H-pyrazol-4-yl)ethynyl)pyridin-4-yl)-3-azabicyclo[3.1.0]hexan-6-yl)methanol ClC1=NC=C(C(=C1)N1C[C@H]2C([C@H]2C1)CO)C#CC=1C=NN(C1)C(F)(F)F